1-(4-(neopentyloxy)phenyl)-2-(p-tolyl)diazene C(C(C)(C)C)OC1=CC=C(C=C1)N=NC1=CC=C(C=C1)C